methyl 6-(cyclopropanecarbonyl)-2-phenoxy-pyridine-3-carboxylate C1(CC1)C(=O)C1=CC=C(C(=N1)OC1=CC=CC=C1)C(=O)OC